1-{[(benzyloxy)carbonyl] amino}-9-ethyl-5-fluoro-4-methyl-10,13-dioxo-2,3,9,10,13,15-hexahydro-1H,12H-benzo[de]pyrano[3',4':6,7]indolizino[1,2-b]quinolin-9-yl L-valinate N[C@@H](C(C)C)C(=O)OC1(C(OCC=2C(N3CC=4C(=NC=5C=C(C(=C6C5C4C(CC6)NC(=O)OCC6=CC=CC=C6)C)F)C3=CC21)=O)=O)CC